C(C1=CC=CC=C1)OC1=C(C(=NC(=C1)Cl)C)CC(=O)NC 2-(4-benzyloxy-6-chloro-2-methyl-3-pyridyl)-N-methyl-acetamide